1-(3-(3-(4-(trifluoromethyl)phenyl)-1H-pyrazolo[3,4-b]pyridin-1-yl)azetidin-1-yl)propan-2-en-1-one FC(C1=CC=C(C=C1)C1=NN(C2=NC=CC=C21)C2CN(C2)C(C=C)=O)(F)F